propyl (9Z,12Z)-octadecane-9,12-dienoate C(CCCCCCC\C=C/C\C=C/CCCCC)(=O)OCCC